BrC1=C(N)C(=CC=C1)N1CCN(CC1)C(C)C 2-bromo-6-[4-(propan-2-yl)piperazin-1-yl]aniline